HYDROXYESTRADIOL C[C@]12CC[C@H]3[C@@H]([C@@H]1CC[C@@H]2O)CCC4=C3C(=CC(=C4)O)O